Trans-4-[[4-chloro-2-[3-[(2,2-difluoro-1,3-benzodioxol-5-yl)-methylcarbamoyl]phenyl]-5-(trifluoromethyl)pyrazol-3-yl]methoxy]cyclohexanecarboxylic acid ClC1=C(N(N=C1C(F)(F)F)C1=CC(=CC=C1)C(N(C)C1=CC2=C(OC(O2)(F)F)C=C1)=O)CO[C@@H]1CC[C@H](CC1)C(=O)O